Cl.Cl.CC1OC2=C(C1)C=CC(=C2)C(C)N2CCNCC2 1-(1-(2-methyl-2,3-dihydrobenzofuran-6-yl)ethyl)piperazine dihydrochloride